C(C)(C)(C)OC(=O)N[C@@H](CN(N(C(=O)OCC1=CC=CC=C1)C)C(=O)OCC1C2=CC=CC=C2C=2C=CC=CC12)CCOS(=O)(=O)C 1-((9H-fluoren-9-yl)methyl) 2-benzyl (R)-1-(2-((tert-butoxycarbonyl)amino)-4-((methylsulfonyl)oxy)butyl)-2-methylhydrazine-1,2-dicarboxylate